COC(C1=CN=C(C=C1N)C1=C(C=CC=C1C)OC)=O 4-amino-6-(2-methoxy-6-methylphenyl)nicotinic acid methyl ester